Cl.ClC1=CC(=C(COC2=CC=CC(=N2)C2[C@H]3CNC[C@@H]23)C=C1)F (1R,5S,6r)-6-(6-((4-chloro-2-fluorobenzyl)oxy)pyridin-2-yl)-3-azabicyclo[3.1.0]hexane HCl